7-bromo-4-(4-((tert-butyldiphenylsilyl)oxy)-2-(((tert-butyldiphenylsilyl)oxy)methyl)piperidin-1-yl)-6-chloro-5,8-difluoro-2-(methylthio)quinazoline BrC1=C(C(=C2C(=NC(=NC2=C1F)SC)N1C(CC(CC1)O[Si](C1=CC=CC=C1)(C1=CC=CC=C1)C(C)(C)C)CO[Si](C1=CC=CC=C1)(C1=CC=CC=C1)C(C)(C)C)F)Cl